2-(4-(methoxycarbonyl)phenyl)pyrimidine-5-carboxylic acid ethyl ester C(C)OC(=O)C=1C=NC(=NC1)C1=CC=C(C=C1)C(=O)OC